N1CC(CCC1)C1=CC=CC(=N1)C=1C=NN2C1C=C(C=C2)NC(C2=NC=CC=C2)=O N-(3-(6-(piperidin-3-yl)pyridin-2-yl)pyrazolo[1,5-a]pyridin-5-yl)picolinamide